C1CCCCCCCCCO1 decamethylenoxid